2-Chloro-4-((R)-8-(4-(4-((4-(3-(((S)-2,6-dioxopiperidin-3-yl)amino)phenyl)piperazin-1-yl)methyl)azetidine-1-carbonyl)phenyl)-3-methyl-2,8-diazaspiro[4.5]decan-2-yl)benzonitrile ClC1=C(C#N)C=CC(=C1)N1CC2(C[C@H]1C)CCN(CC2)C2=CC=C(C=C2)C(=O)N2CCC2CN2CCN(CC2)C2=CC(=CC=C2)N[C@@H]2C(NC(CC2)=O)=O